N1C(=NC2=C1C=CC=C2)C2=NNC1=CN=CC=C12 3-(1h-benzo[d]imidazol-2-yl)-1h-pyrazolo[3,4-c]pyridine